5-(2-Phenoxyacetamido)-3-phenyl-1H-pyrrol O(C1=CC=CC=C1)CC(=O)NC1=CC(=CN1)C1=CC=CC=C1